C(C1=CC=CC=C1)N1C(C(CCC1=O)N1C(C2=CC=CC(=C2C1)C#CCOCCOC1=CC2=C(N(C=N2)C2=CC=C(C=C2)NC(=O)NC=2NN=C(C2)C(C)(C)C)C=C1)=O)=O {4-[5-(2-{3-[2-(1-benzyl-2,6-dioxopiperidin-3-yl)-1-oxo-2,3-dihydro-1H-isoindol-4-yl]-prop-2-ynyloxy}-ethoxy)-benzimidazol-1-yl]-phenyl}-3-(5-tert-butyl-2H-pyrazol-3-yl)-urea